C(C)(C)(C)NC=C1C(OC2=CC=CC=C2C1=O)C1=C(C=C(C=C1)O)O 3-((tert-butylamino)methylene)-2-(2,4-dihydroxyphenyl)chroman-4-one